trisxylyl phosphate P(=O)(OC1=C(C(=CC=C1)C)C)(OC1=C(C(=CC=C1)C)C)OC1=C(C(=CC=C1)C)C